C(C)(=O)OC1C(OCC1)N1C2=NC(=NC=C2N(C1=O)CC1CC1)N 2-(2-amino-7-(cyclopropyl methyl)-8-oxo-7,8-dihydro-9H-purin-9-yl)tetrahydrofuran-3-yl acetate